C1(=CC=CC=C1)[C@H]1CC[C@H](CC1)OC[C@@H]1N(CCC[C@@H]1C1=C(C=NN1)C=C)C(=O)OC methyl cis-2-((((CIS)-4-phenylcyclohexyl)oxy)methyl)-3-(4-vinyl-1H-pyrazol-5-yl)piperidine-1-carboxylate